Tert-butyl 5-(pyrimidin-2-yl)-1,3,4,5-tetrahydro-2H-pyrido[4,3-b]indole-2-carboxylate N1=C(N=CC=C1)N1C2=C(C=3C=CC=CC13)CN(CC2)C(=O)OC(C)(C)C